3-(5-formyl-6-oxo-1-(tetrahydro-2H-pyran-2-yl)-1,6-dihydro pyridazin-4-yl)propyl acetate C(C)(=O)OCCCC=1C=NN(C(C1C=O)=O)C1OCCCC1